C(C)(C)(C)OC(=O)N1CCC(CC1)CCNC(C1=CC(=CC=C1)CNC1=NC=C(C2=C1CCO2)C2=CC=NC=C2)=O 4-(2-(3-(((7-(pyridin-4-yl)-2,3-dihydrofuro[3,2-c]pyridin-4-yl)-amino)methyl)benzoylamino)ethyl)piperidine-1-carboxylic acid tert-butyl ester